4-tert-butoxy-N-(quinoxalin-6-yl)-2-{4-[5-chloro-2-(3-methyl-1,2,4-oxadiazol-5-yl)phenyl]-5-methoxy-2-oxopyridin-1(2H)-yl}butanamide C(C)(C)(C)OCCC(C(=O)NC=1C=C2N=CC=NC2=CC1)N1C(C=C(C(=C1)OC)C1=C(C=CC(=C1)Cl)C1=NC(=NO1)C)=O